4-(isopropylamino)pyridine-3-carboxamide C(C)(C)NC1=C(C=NC=C1)C(=O)N